(R)-3-amino-4-((5-cyclopropyl-6-(2-(ethoxymethoxy)-4-ethynylphenyl)pyridazin-3-yl)amino)-4-oxobutanoic acid tert-butyl ester C(C)(C)(C)OC(C[C@H](C(=O)NC=1N=NC(=C(C1)C1CC1)C1=C(C=C(C=C1)C#C)OCOCC)N)=O